C(#N)C=1C=C2C(=CC=NC2=CC1)NCCC=1C=C2C=CC(=CC2=CC1)C(=O)O 6-[2-[(6-cyano-4-quinolyl)amino]ethyl]naphthalene-2-carboxylic acid